FC1=C(C=CC=C1)NC1=NC=NC2=CC(=CC=C12)C1=CC=C(C=C1)N1CCN(CC1)C N-(2-fluorophenyl)-7-(4-(4-methylpiperazin-1-yl)phenyl)quinazolin-4-amine